{2-(3,4-epoxycyclohexyl)ethyl}dimethylethoxysilane C1(CC2C(CC1)O2)CC[Si](OCC)(C)C